Methyl-maloyl-coa CC(C(=O)SCCNC(CCNC([C@@H](C(COP(OP(OC[C@@H]1[C@H]([C@H]([C@@H](O1)N1C=NC=2C(N)=NC=NC12)O)OP(=O)(O)O)(=O)O)(=O)O)(C)C)O)=O)=O)(O)CC(=O)O